N-(3-(4-(tetrahydrofuran-3-yl)thiazol-2-yl)-1H-pyrrolo[2,3-c]pyridin-5-yl)acetamide O1CC(CC1)C=1N=C(SC1)C1=CNC2=CN=C(C=C21)NC(C)=O